(3-((5-fluoro-2-(1-methyl-4-(methylamino)-1H-pyrazol-5-yl)pyridin-4-yl)oxy)azetidin-1-yl)methanone FC=1C(=CC(=NC1)C1=C(C=NN1C)NC)OC1CN(C1)C=O